7-bromo-8-chloro-4H-chromeno[3,4-d]thiazole BrC=1C(=CC2=C(C1)OCC=1N=CSC12)Cl